OC1=CC=C2C=C(N(C2=C1)C)C(=O)N1CCN(CC1)CC1=CC=C(C=C1)OCC(F)(F)F (6-hydroxy-1-methyl-1H-indol-2-yl)(4-(4-(2,2,2-trifluoroethoxy)benzyl)piperazin-1-yl)methanone